C1(CC1)CC1=C(C(=NN1C=1SC=C(N1)C(=O)O)C=1C=C(C(=CC1)F)C1=CC(=CC(=C1)F)F)CC1=CC(=C(C=C1)S(N)(=O)=O)F 2-(5-(cyclopropylmethyl)-4-(3-fluoro-4-sulfamoylbenzyl)-3-(3',5',6-trifluoro-[1,1'-biphenyl]-3-yl)-1H-pyrazol-1-yl)thiazole-4-carboxylic acid